C(N)(OC1CCC(CC1)N=[N+]=[N-])=O ((1R,4R)-4-azidocyclohexyl) carbamate